FC=1C=C(C=CC1C(F)(F)F)C1=CN=C(O1)NC=1C=C(C(=NC1)C#N)OCC1=CC=C(C=C1)OC 5-((5-(3-Fluoro-4-(trifluoromethyl)phenyl)oxazol-2-yl)amino)-3-((4-methoxybenzyl)oxy)picolinonitrile